6-((5-Cyano-1-methyl-1H-pyrazol-3-yl)amino)-4-((2-methoxy-3-(pyrimidin-2-yl)phenyl)amino)-N-(methyl-d3)nicotinamide C(#N)C1=CC(=NN1C)NC1=NC=C(C(=O)NC([2H])([2H])[2H])C(=C1)NC1=C(C(=CC=C1)C1=NC=CC=N1)OC